methyl 2-[[4-[6-[(4-cyano-2-fluoro-phenyl)methoxy]-2-pyridyl]-2,5-difluoro-phenyl]methyl]-7-iodo-3-(2-methoxyethyl)benzimidazole-5-carboxylate C(#N)C1=CC(=C(C=C1)COC1=CC=CC(=N1)C1=CC(=C(C=C1F)CC=1N(C2=C(N1)C(=CC(=C2)C(=O)OC)I)CCOC)F)F